methyl-chloroaniline CN(C1=CC=CC=C1)Cl